6,13-di-p-tolyl-6,13-dihydrodibenzo[b,i]phenazine C1(=CC=C(C=C1)N1C=2C=C3C(=CC2N(C=2C=C4C(=CC12)C=CC=C4)C4=CC=C(C=C4)C)C=CC=C3)C